(4R,5S,7R,8R,9S,10R)-N,N-dibenzyl-8,10-bis(benzyloxy)-7-((benzyloxy)methyl)-9-(4-(3,4,5-trifluorophenyl)-1H-1,2,3-triazol-1-yl)-1,6-dioxaspiro[4.5]decan-4-amine C(C1=CC=CC=C1)N([C@@H]1CCO[C@]12O[C@@H]([C@@H]([C@@H]([C@H]2OCC2=CC=CC=C2)N2N=NC(=C2)C2=CC(=C(C(=C2)F)F)F)OCC2=CC=CC=C2)COCC2=CC=CC=C2)CC2=CC=CC=C2